FC1CCN(C1)S(=O)(=O)C 4-fluoro-1-methanesulfonylpyrrolidin